{1-[1-(3,5-difluorobenzyl)piperidin-4-yl]-3-[4-(7H-pyrrolo[2,3-d]pyrimidin-4-yl)-1H-pyrazol-1-yl]azetidin-3-yl}acetonitrile FC=1C=C(CN2CCC(CC2)N2CC(C2)(N2N=CC(=C2)C=2C3=C(N=CN2)NC=C3)CC#N)C=C(C1)F